2-(3-(4-chlorobenzyl)-2-pyrrolidinone-1-yl)-5-(pyridin-4-yl)benzonitrile ClC1=CC=C(CC2C(N(CC2)C2=C(C#N)C=C(C=C2)C2=CC=NC=C2)=O)C=C1